O[C@@H]1CCC(CC[C@@H]1O)NC(C(=O)C1=C(C(=C(N1C)C)C(=O)NC1=CC(=C(C=C1)F)C)C)=O 5-(2-(((4R,5S)-4,5-dihydroxycycloheptyl)amino)-2-oxoacetyl)-N-(4-fluoro-3-methylphenyl)-1,2,4-trimethyl-1H-pyrrole-3-carboxamide